2-(azepan-1-ylmethyl)-7-methyl-4H-thieno[3,2-d][1,3]oxazin-4-one N1(CCCCCC1)CC=1OC(C2=C(N1)C(=CS2)C)=O